C(C)OCCOCCOC(C(=C)CS(=O)(=O)C1=CC=C(C)C=C1)=O 2-(toluene-4-sulfonylmethyl)acrylic acid 2-(2-ethoxy-ethoxy)ethyl ester